6-(2-aminobenzo[d]oxazol-6-yl)-4-((1-phenylethyl)amino)quinoline-3-carbonitrile NC=1OC2=C(N1)C=CC(=C2)C=2C=C1C(=C(C=NC1=CC2)C#N)NC(C)C2=CC=CC=C2